(3aR,5s,6aS)-N-(6-(2,5-difluorophenyl)-4,5-dimethylpyridazin-3-yl)-2-((tetrahydro-2H-pyran-4-yl)methyl-d2)octahydrocyclopenta[c]pyrrol-5-amine FC1=C(C=C(C=C1)F)C1=C(C(=C(N=N1)NC1C[C@@H]2[C@@H](CN(C2)C([2H])([2H])C2CCOCC2)C1)C)C